2'-((1-(p-tolyl)-1H-1,2,3-triazol-4-yl)methyl)-3',4'-dihydro-2'H-spiro[cyclohexane-1,1'-isoquinolin]-4'-ol C1(=CC=C(C=C1)N1N=NC(=C1)CN1C2(C3=CC=CC=C3C(C1)O)CCCCC2)C